P(=O)(OCCCCCCCCC)(OCCCN1CCN(CCC1)C(CCCCC)CCCCC)O nonyl (3-(4-(undecan-6-yl)-1,4-diazepan-1-yl)propyl) hydrogen phosphate